5-(4-fluorophenyl)-5-hydroxy-N-(2-methoxy-5-methylphenyl)-octahydrocyclopenta[c]pyrrole-2-carboxamide FC1=CC=C(C=C1)C1(CC2C(CN(C2)C(=O)NC2=C(C=CC(=C2)C)OC)C1)O